C1=C(C=CC2=CC=CC=C12)C1=CC=C(C=C1)C1=CC(=CC2=NN(N=C21)C2=CC=C(C=C2)C=2C=NC=CC2)C2=CC=C(C=C2)C2=CC1=CC=CC=C1C=C2 4,6-bis{4-(naphthalen-2-yl)phenyl}-2-{4-(pyridin-3-yl)phenyl}-2H-benzotriazole